3,5-di-tertiary butyl-2-hydroxybenzaldehyde C(C)(C)(C)C=1C(=C(C=O)C=C(C1)C(C)(C)C)O